4,4'-((2,2-difluoropropane-1,3-diyl)bis(oxy))bis(3-bromo-1-fluorobenzene) FC(COC1=C(C=C(C=C1)F)Br)(COC1=C(C=C(C=C1)F)Br)F